C(#N)[C@H](CC=1SC(=CC1)C=1C=CC2=C(N(C(O2)=O)C)C1)NC(=O)C=1OC=CC=NC1 (S)-N-((S)-1-cyano-2-(5-(3-methyl-2-oxo-2,3-dihydrobenzo[d]oxazole-5-yl)thiophen-2-yl)ethyl)-1,4-oxazepine-2-carboxamide